ethyl 2-(6-bromo-3-methyl-1H-pyrazolo[4,3-b]pyridin-1-yl)acetate BrC=1C=C2C(=NC1)C(=NN2CC(=O)OCC)C